C(C)(C)(C)OC(=O)NCC1CN(CC1)C1=NC(=NC=C1CNC(OCC)=O)C1=C(C=C(C=C1)C(F)(F)F)F ethyl N-[[4-[3-[(tert-butoxycarbonylamino) methyl]pyrrolidin-1-yl]-2-[2-fluoro-4-(trifluoromethyl)phenyl]pyrimidin-5-yl]methyl]carbamate